oxalic acid-dibenzyl ester C(C1=CC=CC=C1)OC(C(=O)OCC1=CC=CC=C1)=O